ClC1=C2C(=NC(=C1)C=1C(=NC=CC1)OCC)C=NN2 7-chloro-5-(2-ethoxypyridin-3-yl)-1H-pyrazolo[4,3-b]Pyridine